FC1(CC2(C1)C[C@H](N(CC2)CC2=C1C=CN(C1=C(C=C2OC)C)C(=O)OC(C)(C)C)C=2C=CC(=C1C=CNC21)C(=O)OC)F tert-butyl 4-{[(6S)-2,2-difluoro-6-[4-(methoxycarbonyl)-1H-indol-7-yl]-7-azaspiro[3.5]nonan-7-yl]methyl}-5-methoxy-7-methylindole-1-carboxylate